2,4,6-tris(4-methoxyphenyl)-pyrylium COC1=CC=C(C=C1)C1=[O+]C(=CC(=C1)C1=CC=C(C=C1)OC)C1=CC=C(C=C1)OC